N5-(2-nitrophenyl)-N2-(2,2,2-trifluoroethyl)pyridine-2,5-diamine [N+](=O)([O-])C1=C(C=CC=C1)NC=1C=CC(=NC1)NCC(F)(F)F